4-amino-1-(4-chlorophenyl)-3-(2-hydroxyquinoxalin-6-yl)-7-(trifluoromethyl)-1,8-naphthyridin-2(1H)-one NC1=C(C(N(C2=NC(=CC=C12)C(F)(F)F)C1=CC=C(C=C1)Cl)=O)C=1C=C2N=CC(=NC2=CC1)O